(4S)-3-acetyl-5,5-dimethyl-thiazolidine-4-carboxylic acid C(C)(=O)N1CSC([C@@H]1C(=O)O)(C)C